N[C@H](C(=O)O)CSCCCO (-)-(R)-2-amino-3-(3-hydroxypropyl-thio)propionic acid